(Thiazolidin-2-ylidene)-1-((2-(trimethylsilyl)ethoxy)methyl)-1H-pyrrolo[2,3-b]pyridine-3-carboxamide S1C(NCC1)=NC(=O)C1=CN(C2=NC=CC=C21)COCC[Si](C)(C)C